5-(hydroxymethyl)-3-[(4-methoxyphenyl)methyl]-1,3-oxazolidin-2-one OCC1CN(C(O1)=O)CC1=CC=C(C=C1)OC